7-cyclopentyl-2-((5-(3-hydroxyazetidin-1-yl)pyridin-2-yl)-amino)-N,N-dimethyl-7H-pyrrolo[2,3-d]pyrimidine-6-carboxamide C1(CCCC1)N1C(=CC2=C1N=C(N=C2)NC2=NC=C(C=C2)N2CC(C2)O)C(=O)N(C)C